ClC1=C(C(=CC=C1)F)CC(=O)NC1=CN=NC(=C1)NC1=CC(=C(C=C1)F)F (2-chloro-6-fluorophenyl)-N-[6-(3,4-difluorophenylamino)pyridazin-4-yl]acetamide